Ethyl-(Z,Z)-11,13-hexadecadienoate C(C)OC(CCCCCCCCC\C=C/C=C\CC)=O